copper (II) ammonium sulfate S(=O)(=O)([O-])[O-].[NH4+].[Cu+2]